(2R,3R)-2-(2,4-difluorophenyl)-3-((2-(pyridin-4-yl)propyl)disulfanyl)-1-(1H-1,2,4-triazol-1-yl)butan-2-ol FC1=C(C=CC(=C1)F)[C@@](CN1N=CN=C1)([C@@H](C)SSCC(C)C1=CC=NC=C1)O